1,4-bis(2-chloroethyl)piperazine ClCCN1CCN(CC1)CCCl